Methyl (E)-4-methyl-6-((2-tosylhydrazineylidene)methyl)nicotinate CC1=CC(=NC=C1C(=O)OC)/C=N/NS(=O)(=O)C1=CC=C(C)C=C1